CC=1C=NC=2CNCC(C2C1)C=1C=C(C(=CC1)O)O 4-(3-methyl-5,6,7,8-tetrahydro-1,7-naphthyridin-5-yl)benzene-1,2-diol